t-butyl (3aR,5s,6aS)-5-(3-(pyrimidin-5-yl)phenoxy)hexahydrocyclopenta[c]pyrrole-2(1H)-carboxylate N1=CN=CC(=C1)C=1C=C(OC2C[C@@H]3[C@@H](CN(C3)C(=O)OC(C)(C)C)C2)C=CC1